2-Methyl-5-(4-methylpiperazin-1-yl)-N-[(1R)-1-[3-(4-pyridyl)phenyl]ethyl]benzamide CC1=C(C(=O)N[C@H](C)C2=CC(=CC=C2)C2=CC=NC=C2)C=C(C=C1)N1CCN(CC1)C